C(C)(C)(C)OC(NC1=CSC=C1C1=NC=CC=C1C)=O (4-(3-Methylpyridin-2-yl)thiophen-3-yl)carbamic acid tert-butyl ester